C(CC)C=1C=C(NC1)C(=O)NN 4-Propyl-1H-Pyrrole-2-Carbohydrazide